[Na].O=C1C=CC(=NN1CC(=O)NC1=NC=CC=C1)C1=NC=CC=C1 2-(6-oxo-3-(pyridin-2-yl)pyridazin-1(6H)-yl)-N-(pyridin-2-yl)acetamide sodium